FC=1C=C(OC2=CC=C3CCN(CC3=C2)C(CC2=CN=CN2)=O)C=CC1C(F)(F)F 1-(7-(3-fluoro-4-(trifluoromethyl)phenoxy)-3,4-dihydroisoquinolin-2(1H)-yl)-2-(1H-imidazol-5-yl)ethan-1-one